The molecule is an omega-hydroxy fatty acid ascaroside that is bhos#10 in which the hydroxy group at position 4 of the ascarylopyranose moiety has been has been converted to the corresponding 1H-indole-3-carboxylate ester. It is a metabolite of the nematode Caenorhabditis elegans. It has a role as a Caenorhabditis elegans metabolite. It is an omega-hydroxy fatty acid ascaroside, a 3-hydroxy carboxylic acid, a 4-O-(1H-indol-3-ylcarbonyl)ascaroside and a monocarboxylic acid. It derives from a bhos#10 and a (3R)-3,9-dihydroxynonanoic acid. C[C@H]1[C@@H](C[C@H]([C@@H](O1)OCCCCCC[C@H](CC(=O)O)O)O)OC(=O)C2=CNC3=CC=CC=C32